OC1=C(C=CC(=C1)C(F)(F)F)C1=NN=C(C2=CC=CC=C12)NC[C@@H]1CCCC(N1)=O (S)-6-(((4-(2-hydroxy-4-(trifluoromethyl)phenyl)phthalazin-1-yl)amino)methyl)piperidin-2-one